COC1=NC=CC(=C1N1CCC(CC1)N1C(NC=2C(C1C)=NN(C2)C2OCCCC2)=O)C 6-(2'-Methoxy-4'-methyl-3,4,5,6-tetrahydro-2H-[1,3']bipyridinyl-4-yl)-7-methyl-2-(tetrahydropyran-2-yl)-2,4,6,7-tetrahydro-pyrazolo[4,3-d]pyrimidin-5-one